N(=[N+]=[N-])CC1=NN2C(C=C(C=C2)C2CC2)=N1 2-(Azidomethyl)-7-cyclopropyl-[1,2,4]triazolo[1,5-a]pyridine